S1NN=CC2=C1C=C(C=C2)S(=O)(=O)N benzothiadiazine-7-sulfonamide